4-[(4S)-5,5-difluoro-4-hydroxy-3-(trifluoromethyl)-4,6-dihydro-cyclopenta[c]pyrazol-1-yl]-2-methylbutanenitrile FC1([C@H](C2=C(N(N=C2C(F)(F)F)CCC(C#N)C)C1)O)F